3-(4-(ethylsulfonamido)-3-((4-fluorobenzyl)oxy)phenyl)5-(pyrazin-2-ylamino)-1H-pyrazole-4-carboxamide C(C)S(=O)(=O)NC1=C(C=C(C=C1)C1=NNC(=C1C(=O)N)NC1=NC=CN=C1)OCC1=CC=C(C=C1)F